4-(3-Chlorophenyl)-1-(methylamino)-6-(trifluoromethyl)-3H-pyridin ClC=1C=C(C=CC1)C1CCN(C(=C1)C(F)(F)F)NC